C(=O)C1=C(N(C2=CC=CC=C12)CCOC1=CC=C(C#N)C=C1)C 4-(2-(3-formyl-2-methyl-1H-indol-1-yl)ethoxy)benzonitrile